N-(4-hydroxy-3-(methylsulfonylamino)phenyl)-3-((methylsulfonyl)methyl)-4'-(trifluoromethyl)-[1,1'-biphenyl]-4-carboxamide OC1=C(C=C(C=C1)NC(=O)C1=C(C=C(C=C1)C1=CC=C(C=C1)C(F)(F)F)CS(=O)(=O)C)NS(=O)(=O)C